NC=1C(=NC(=C(N1)F)C1=CC=C(C=C1)N1CCOCC1)C=1C=C2CC(NC(C2=CC1)=O)CN(C(OC(C)(C)C)=O)C tert-butyl ((6-(3-amino-5-fluoro-6-(4-morpholinophenyl)pyrazin-2-yl)-1-oxo-1,2,3,4-tetrahydroisoquinolin-3-yl)methyl)(methyl)carbamate